peryleno[3,2,1,12-pqrab]perylene C1=C2C=3C=4C5=C6C=7C(=CC=C8C=CC=C(C(C=C1)=C26)C87)C8=CC=CC(C7=CC=CC(=CC3)C74)=C85